methyl 4-[1-(2-trimethylsilylethoxymethyl)imidazol-4-yl]sulfanylbenzoate C[Si](CCOCN1C=NC(=C1)SC1=CC=C(C(=O)OC)C=C1)(C)C